FC(C=1N=C(NC1)C12CCC(CC1)(CC2)C(=O)OC)(F)F Methyl 4-(4-(trifluoromethyl)-1H-imidazol-2-yl)bicyclo[2.2.2]octane-1-carboxylate